2-[2-oxa-2-phenyl-acetoxy-ethoxy]-ethyl hydroxy-phenyl-acetate OC(C(=O)OCCOCOOC(CC1=CC=CC=C1)=O)C1=CC=CC=C1